trinitro citrate C(CC(O)(C(=O)O[N+](=O)[O-])CC(=O)O[N+](=O)[O-])(=O)O[N+](=O)[O-]